N-Acetyl-D-glutamic acid C(C)(=O)N[C@H](CCC(=O)O)C(=O)O